N1=C(C=CC2=CC=C3C=CC=NC3=C12)N1C(=CC=C1C=1SC=CC1)C=1SC=CC1 1-(1,10-phenanthrolinyl)-2,5-di(2-thienyl)-1H-pyrrole